N-(4-methoxybenzyl)-5-methyl-2-(1-methyl-1H-imidazol-2-yl)-6-(1-methyl-1H-pyrazol-3-yl)pyrrolo[2,1-f][1,2,4]triazin-4-amine COC1=CC=C(CNC2=NC(=NN3C2=C(C(=C3)C3=NN(C=C3)C)C)C=3N(C=CN3)C)C=C1